ClC1=NC=C(C=C1NS(=O)(=O)C)C=1C=C2C(=C(C=NC2=CC1)C#N)NC(C)C1=C(C=CC=C1)O N-(2-chloro-5-(3-cyano-4-((1-(2-hydroxyphenyl)ethyl)amino)quinolin-6-yl)pyridin-3-yl)methanesulfonamide